C(CCCCCCCCCCCCCCC)OC[C@H](OCCCCCCCCCCCCCCCC)CO |r| 1,2-di-hexadecyl-rac-glycerol